BrC1=CC=CC(=N1)NC(=O)[C@H]1N(C[C@H](C1)OC)C(=O)OC(C)(C)C (2S,4S)-tert-butyl 2-((6-bromopyridin-2-yl)carbamoyl)-4-methoxypyrrolidine-1-carboxylate